tert-Butyl (2S,3R,6S)-3-((1,3-dioxoisoindolin-2-yl)methyl)-2,6-dimethylmorpholine-4-carboxylate O=C1N(C(C2=CC=CC=C12)=O)C[C@H]1N(C[C@@H](O[C@H]1C)C)C(=O)OC(C)(C)C